1,1,1,3,3,3-hexafluoro-2-(4'-((6-(methylsulfonyl)-2,6-diazaspiro[3.3]heptan-2-yl)methyl)-2'-(trifluoromethyl)-[1,1'-biphenyl]-4-yl)propan-2-ol FC(C(C(F)(F)F)(O)C1=CC=C(C=C1)C1=C(C=C(C=C1)CN1CC2(C1)CN(C2)S(=O)(=O)C)C(F)(F)F)(F)F